(iso-propyl)(trimethylsilyl)aminodisilane methyl-1-((1-(3-fluoro-5-(trifluoromethyl)phenyl)pyrrolidin-3-yl)methyl)-3,3-dimethyl-2-oxoindoline-6-carboxylate COC(=O)C1=CC=C2C(C(N(C2=C1)CC1CN(CC1)C1=CC(=CC(=C1)C(F)(F)F)F)=O)(C)C.C(C)(C)[SiH]([SiH3])N[Si](C)(C)C